5-carboxy-2-pentenoate C(=O)(O)CCC=CC(=O)[O-]